1,2,3-Benztriazole N1N=NC2=C1C=CC=C2